COC1=CC(=CC=2C=C(SC21)B(O)O)C (7-methoxy-5-methyl-1-benzothiophen-2-yl)boronic acid